(6S)-6-(chloroacetyl)-2-[5-chloro-2-(1H-tetrazol-1-yl)phenyl]-7,8-dihydropyrrolo[1,2-a]pyrimidin-4(6H)-one ClCC(=O)[C@@H]1CCC=2N1C(C=C(N2)C2=C(C=CC(=C2)Cl)N2N=NN=C2)=O